FC1(C[C@@H](N(C[C@@H]1C)C(=O)OCC1=CC(=CC=C1)CN1C(C2=CC=CC=C2C1=O)=O)C)F (2S,3R,5S)-3-[(1,3-dioxoisoindolin-2-yl) methyl]-benzyl 4,4-difluoro-2,5-dimethyl-piperidine-1-carboxylate